(E)-methylpyridine-2,3,5-triamine CC1=C(C(=NC=C1N)N)N